(3-chloro-2-hydroxy-propyl)trimethyl-ammonium chloride [Cl-].ClCC(C[N+](C)(C)C)O